[Li+].C(=C)S(=O)(=O)[O-] vinylsulfonic acid lithium salt